1-(2-fluoro-6-(2-hydroxyethoxy)benzyl)-3,4-dimethyl-2-oxo-N-(2,4,6-trifluorobenzyl)-1,2,3,4-tetrahydro-quinazoline-7-carboxamide FC1=C(CN2C(N(C(C3=CC=C(C=C23)C(=O)NCC2=C(C=C(C=C2F)F)F)C)C)=O)C(=CC=C1)OCCO